C(C)(C)(C)OC(=O)NC1=CC=2N(C=C1C(=O)OCC)N=C(C2)C2CCOCC2 ethyl 5-(tert-butoxycarbonylamino)-2-tetrahydropyran-4-yl-pyrazolo[1,5-a]pyridine-6-carboxylate